FC(OC1=CC=C(C=C1)C1=CC(=C(C2=C1N=CO2)C=C)N)(F)F 4-(4-(trifluoromethoxy)phenyl)-7-vinylbenzo[d]oxazol-6-amine